C(C)(C)(C)OC(=O)N1C[C@@H]2N(CC[C@@H]2[C@@H]1C)CC1=CC=CC=C1 |r| Rac-(3aR,4S,6aR)-1-benzyl-4-methyl-hexahydropyrrolo[3,4-b]pyrrole-5(1H)-carboxylic acid tert-butyl ester